2,3,5-trimethoxybenzaldehyde COC1=C(C=O)C=C(C=C1OC)OC